C(C)OC(C(NC(C(C)C)=O)C1=NC=CC(=C1)Br)=O.FC=1C=C(CN2C=CC3=CC(=CC=C23)NC(C=C)=O)C=C(C1)F N-(1-(3,5-difluoro-benzyl)-1H-indol-5-yl)acrylamide ethyl-2-(4-bromopyridin-2-yl)-2-isobutyramidoacetate